C(C)N(C(=O)C1=C(OC=2C(=NC(=NC2)C)N2CC3(C2)CCN(CC3)C(=O)OC(C)(C)C)C=CC(=C1)F)C(C)C tert-butyl 2-(5-(2-(ethyl (isopropyl) carbamoyl)-4-fluorophenoxy)-2-methylpyrimidin-4-yl)-2,7-diazaspiro[3.5]nonane-7-carboxylate